trans-N1-(5-(4-fluoro-1-isopropyl-2-methyl-1H-benzo[d]imidazol-6-yl)pyrrolo[2,1-f][1,2,4]triazin-2-yl)cyclohexane-1,4-diamine FC1=CC(=CC=2N(C(=NC21)C)C(C)C)C=2C=CN1N=C(N=CC12)N[C@@H]1CC[C@H](CC1)N